[W].[B]=O boron oxide tungsten